C(C)(C)(C)N1CCN(CC1)CCCCCCC=1C=CC=CC1 5-(6-(4-(tert-butyl)piperazin-1-yl)hexyl)benzol